(S)-3-(4-trifluoromethylphenyl)butanal FC(C1=CC=C(C=C1)[C@H](CC=O)C)(F)F